FC=1C(=C(C=C(C1)[C@H](COC)C)B1OC(C(O1)(C)C)(C)C)OC (R)-2-(3-fluoro-2-methoxy-5-(1-methoxypropan-2-yl)phenyl)-4,4,5,5-tetramethyl-1,3,2-dioxaborolane